ClC=1C=CC(=NC1)N1CCN(CC1)C(CCOC[C@H](CO)NC1=C(C(NN=C1)=O)C(F)(F)F)=O (S)-5-((1-(3-(4-(5-Chloropyridin-2-yl)piperazin-1-yl)-3-oxopropoxy)-3-hydroxypropan-2-yl)amino)-4-(trifluoromethyl)pyridazin-3(2H)-one